5-((2-amino-3-(((tertbutyldimethylsilyl)oxy)methyl)phenyl)amino)-1,3-dihydro-2H-pyrrolo[2,3-b]pyridin-2-one NC1=C(C=CC=C1CO[Si](C)(C)C(C)(C)C)NC=1C=C2C(=NC1)NC(C2)=O